(3R)-1-[3-[2-(8-chloro-4-oxo-chromen-2-yl)-5-(trifluoromethyl)phenoxy]propyl]pyrrolidine-3-carboxylic acid ClC=1C=CC=C2C(C=C(OC12)C1=C(OCCCN2C[C@@H](CC2)C(=O)O)C=C(C=C1)C(F)(F)F)=O